OC1=C(C=CC=C1)[Si](OCC)(OCC)C1=C(C=CC=C1)O Di(Hydroxyphenyl)Diethoxysilane